2-((3-cyano-4,6-bis(trifluoromethyl)pyridin-2-yl)-amino)-N-methyl-N-(1-methyl-1H-indol-5-yl)acetamide C(#N)C=1C(=NC(=CC1C(F)(F)F)C(F)(F)F)NCC(=O)N(C=1C=C2C=CN(C2=CC1)C)C